3-cyclopropyl-5-fluoro-N-[(2E)-1-methylimidazolidin-2-ylidene]-4-[(3-{[(1S,3R,5S,7S)-adamantan-1-yl]carbamoyl}phenyl)amino]benzamide C1(CC1)C=1C=C(C(=O)/N=C\2/N(CCN2)C)C=C(C1NC1=CC(=CC=C1)C(NC12CC3CC(CC(C1)C3)C2)=O)F